2-(2-methoxyphenoxy)chloroethane COC1=C(OCCCl)C=CC=C1